1-(3-ethoxy-4-(7-oxo-6,7-dihydro-3H-[1,2,3]triazolo[4,5-d]pyrimidin-5-yl)benzoyl)piperidine-3-carboxylic acid C(C)OC=1C=C(C(=O)N2CC(CCC2)C(=O)O)C=CC1C=1NC(C2=C(N1)NN=N2)=O